5-(4-((3-chloro-2-(3-ethylureido)pyridin-4-yl)methyl)piperazin-1-yl)-N-methylpicolinamide ClC=1C(=NC=CC1CN1CCN(CC1)C=1C=CC(=NC1)C(=O)NC)NC(=O)NCC